C(#N)C1=NC2=CC(=CC(=C2N=C1N1CCC(CC1)(F)F)C(C)NC1=C(SC=C1)C(=O)O)C 3-((1-(2-cyano-3-(4,4-difluoropiperidin-1-yl)-7-methylquinoxalin-5-yl)ethyl)amino)thiophene-2-carboxylic acid